1-heptadecanoyl-2-(7Z,10Z,13Z,16Z,19Z-docosapentaenoyl)-sn-glycero-3-phosphocholine CCCCCCCCCCCCCCCCC(=O)OC[C@H](COP(=O)([O-])OCC[N+](C)(C)C)OC(=O)CCCCC/C=C\C/C=C\C/C=C\C/C=C\C/C=C\CC